C1(CC1)COC=1C=C(C=CC1OC)\C=C(\C#N)/N1C(=CC(C=C1C)=C=O)C (Z)-3-(3-cyclopropylmethoxy-4-methoxyphenyl)-2-(2,6-dimethyl-4-carbonylpyridin-1(4H)-yl)acrylonitrile